4-(3-(trifluoromethyl)azetidin-1-yl)-1H-benzo[d]Imidazole FC(C1CN(C1)C1=CC=CC=2NC=NC21)(F)F